1-chloroethyl 5-((R)-1,2-dithiolan-3-yl)pentanoate S1S[C@@H](CC1)CCCCC(=O)OC(C)Cl